2-(4-methoxy-3-nitrophenyl)-5-methyl-2,5-diazabicyclo[2.2.1]heptane COC1=C(C=C(C=C1)N1C2CN(C(C1)C2)C)[N+](=O)[O-]